FC1=C(C=CC(=C1)F)[C@@H](C)N1C(=NC2=C1C=C(C(=C2)F)F)N2C[C@H]([C@@H](CC2)F)N (3R,4R)-1-(1-((1R)-1-(2,4-Difluorophenyl)ethyl)-5,6-difluoro-1H-benzimidazol-2-yl)-4-fluoro-3-piperidinamin